Cl.CNCCNC=1C2=C(N=CN1)NC=C2 N1-methyl-N2-(7H-pyrrolo[2,3-d]pyrimidin-4-yl)ethane-1,2-diamine hydrochloride